(Z)-3-(3-(3-(pentafluoro-sulfaneyl)-5-(trifluoromethyl)phenyl)-1H-1,2,4-triazol-1-yl)-N'-(pyridazin-3-yl)acrylohydrazide FS(C=1C=C(C=C(C1)C(F)(F)F)C1=NN(C=N1)\C=C/C(=O)NNC=1N=NC=CC1)(F)(F)(F)F